(2S,5R)-5-{4-[4-(trifluoromethoxy)phenyl]-phenyl}-1H-pyrrole-2-carboxamide FC(OC1=CC=C(C=C1)C1=CC=C(C=C1)C1=CC=C(N1)C(=O)N)(F)F